C(C)(C)(C)OC(NCCNC1=NC=NC(=C1I)Cl)=O (2-((6-chloro-5-iodopyrimidin-4-yl)amino)ethyl)carbamic acid tert-butyl ester